C(C)(C)(C)OC(=O)N1CCC(CC1)C1=CC2=C(N(C(N2C)=O)C2C(NC(CC2)=O)=O)C=C1 4-[1-(2,6-dioxo-3-piperidinyl)-3-methyl-2-oxo-benzimidazol-5-yl]piperidine-1-carboxylic acid tert-butyl ester